The molecule is a member of the class of 1,3-oxazoles that is that is 1,3-oxazole which is substituted at positions 2, 4 and 5 by methyl, cyclohexyl, and 3-fluoro-4-sulfamoylphenyl groups, respectively. It has a role as a cyclooxygenase 2 inhibitor. It is a member of 1,3-oxazoles, an organofluorine compound and a sulfonamide. CC1=NC(=C(O1)C2=CC(=C(C=C2)S(=O)(=O)N)F)C3CCCCC3